C12CN(C[C@H](CC1)N2)C2=NC(=NC1=CC(=C3C(=C21)OC=C3)C3=CC(=CC2=CC=C(C(=C32)C#C)F)O)OC[C@]32CCCN2C[C@@H](C3)F 4-(9-((2R,5S)-3,8-diazabicyclo[3.2.1]octan-3-yl)-7-(((2R,7aS)-2-fluorotetrahydro-1H-pyrrolizin-7a(5H)-yl)methoxy)furo[2,3-f]quinazolin-4-yl)-5-ethynyl-6-fluoronaphthalen-2-ol